ClC1=CC=C2C(=CC(=NC2=C1Cl)N1[C@@H](CCC1)COCCP(O)(O)=O)N1C=NC=C1 (S)-(2-((1-(7,8-Dichloro-4-(1H-imidazol-1-yl)quinolin-2-yl)pyrrolidin-2-yl)methoxy)ethyl)phosphonic acid